ClSC#N chlorothiocyanide